BrC(C(=N)N)(C)Br dibromopropioamidine